O1CCN(CCC1)C(=O)C1=CC2=C(C=N1)C(=NN2CC(F)(F)F)NC=2C=NC=CC2 1,4-oxazepan-4-yl-[3-(3-pyridylamino)-1-(2,2,2-trifluoroethyl)pyrazolo-[4,3-c]pyridin-6-yl]methanone